O=C1N(CCC(N1)=O)C1=C(CN2CCC(CC2)C2=CC(=C(C=C2C)NC2=NC=C(C(=C2)NC2=C(C(=O)NC)C=CC=C2)C(F)(F)F)OC(C)C)C=CC=C1 2-((2-((4-(1-(2-(2,4-dioxotetrahydropyrimidin-1(2H)-yl)benzyl)piperidin-4-yl)-2-isopropoxy-5-methylphenyl)amino)-5-(trifluoromethyl)pyridin-4-yl)amino)-N-methylbenzamide